tert-butyl 4-(3-(5-chloro-2-(((3S,4R)-3-hydroxytetrahydro-2H-pyran-4-yl)amino)pyrimidin-4-yl)pyrazolo[1,5-a]pyridin-6-yl)piperidine-1-carboxylate ClC=1C(=NC(=NC1)N[C@H]1[C@@H](COCC1)O)C=1C=NN2C1C=CC(=C2)C2CCN(CC2)C(=O)OC(C)(C)C